(-)-N-[(1H-benzimidazol-2-yl)methyl]-6-cyclopropyl-1-[(4R*)-1-methylazepan-4-yl]-1H-pyrazolo[3,4-b]pyrazin-3-amine N1C(=NC2=C1C=CC=C2)CNC2=NN(C1=NC(=CN=C12)C1CC1)[C@H]1CCN(CCC1)C |o1:23|